trans-[3-(tert-butoxycarbonylamino) cyclobutyl] methanesulfonate CS(=O)(=O)O[C@@H]1C[C@H](C1)NC(=O)OC(C)(C)C